COC=1C=C2C(=CC=NC2=CC1OC)NC1=CC(=CC(=C1)N1N=CC=C1)C 6,7-Dimethoxy-N-(3-methyl-5-(1H-pyrazol-1-yl)phenyl)quinolin-4-amine